FC1=C(CC=2C=3N(C=C(N2)C2=CC=CC=C2)C(=C(N3)CC=3OC(=C(C3)C)C(C)C)CC(=O)[O-])C=CC=C1F 8-(2,3-Difluorobenzyl)-2-((5-Isopropyl-4-methylfuran-2-yl)methyl)-6-phenylimidazo[1,2-a]pyrazin-3-yl-acetat